N-((1R,3s,5S)-8-(pyridin-3-ylmethyl)-8-azabicyclo[3.2.1]oct-3-yl)-1H-indole-6-carboxamide N1=CC(=CC=C1)CN1[C@H]2CC(C[C@@H]1CC2)NC(=O)C2=CC=C1C=CNC1=C2